N-(3-((5-Chlorothiophen-2-yl)ethynyl)-1-(methyl-d3)-1H-pyrrolo[2,3-b]pyridin-5-yl)-2-fluoroacrylamide ClC1=CC=C(S1)C#CC1=CN(C2=NC=C(C=C21)NC(C(=C)F)=O)C([2H])([2H])[2H]